(R)-N,N-dimethyl-N'-(6-(N-(2,2,2-trifluoro-1-(4-fluorophenyl)ethyl)sulfamoyl)benzo[d]thiazol-2-yl)formimidamide CN(C=NC=1SC2=C(N1)C=CC(=C2)S(N[C@@H](C(F)(F)F)C2=CC=C(C=C2)F)(=O)=O)C